N1CC(CC1)C(=O)OC[C@@H]1C[C@H]2N(CCC3=CC(=C(C=C23)OC)OC)C[C@H]1CC(C)C [(2R,3S,11bR)-9,10-dimethoxy-3-(2-methylpropyl)-1H,2H,3H,4H,6H,7H,11bH-pyrido[2,1-a]isoquinolin-2-yl]methyl pyrrolidine-3-carboxylate